tert-butyl (5R)-3,3-difluoro-5-(2-methyl-5-oxopyrrolidin-1-yl)piperidine-1-carboxylate FC1(CN(C[C@@H](C1)N1C(CCC1=O)C)C(=O)OC(C)(C)C)F